normal butane sulphur [S].CCCC